2-amino-2-methylhexane-1-ol NC(CO)(CCCC)C